tetrabutylphosphonium mesitylenesulfonate C1(=C(C(=CC(=C1)C)C)S(=O)(=O)[O-])C.C(CCC)[P+](CCCC)(CCCC)CCCC